3-(1-(2,4-dichlorophenyl)pyrrolidin-3-yl)-2-fluorobenzoic acid ClC1=C(C=CC(=C1)Cl)N1CC(CC1)C=1C(=C(C(=O)O)C=CC1)F